5-((4-methoxybenzyl)oxy)-N-(1-ethylpyrrol-3-yl)-[1,2,4]triazolo[1,5-a]pyrimidin-2-amine COC1=CC=C(COC2=NC=3N(C=C2)N=C(N3)NC3=CN(C=C3)CC)C=C1